(Z)-4-bromo-2-butenenitrile BrC\C=C/C#N